3-Fluoro-N-(1-isopropylpiperidin-4-yl)-5-((6-(1-methyl-1H-pyrazol-5-yl)-1-oxoisoquinolin-2(1H)-yl)methyl)benzamide FC=1C=C(C(=O)NC2CCN(CC2)C(C)C)C=C(C1)CN1C(C2=CC=C(C=C2C=C1)C1=CC=NN1C)=O